3-(((4-phenylthiazol-2-yl)amino)methyl)azetidin-3-ol C1(=CC=CC=C1)C=1N=C(SC1)NCC1(CNC1)O